C(CCCCCCC\C=C/CCCCCCCC)OC(COC(=O)NCCOCCOCCNC(OC(C)(C)C)=O)COCCCCCCCC\C=C/CCCCCCCC tert-butyl N-[2-[2-[2-[2,3-bis[(Z)-octadec-9-enoxy]propoxycarbonylamino]ethoxy]ethoxy]ethyl]carbamate